CC=1C=CC2=C(C=CS2)C1 5-methyl-1-benzothiophen